CCN=C=O beta-ethyl isocyanate